(Z)-7-(1-(cyclopropylmethyl)-2-(1-methoxy-1-oxoprop-2-ylidene)hydrazino)-3,3-dimethyl-2-oxoindoline-1-carboxylic acid tert-butyl ester C(C)(C)(C)OC(=O)N1C(C(C2=CC=CC(=C12)N(\N=C(/C(=O)OC)\C)CC1CC1)(C)C)=O